7-bromo-5-{3-[(R)-cyclobutyl(4-methyl-4H-1,2,4-triazol-3-yl)methyl]phenyl}-2-methyl-3-{[2-(trimethylsilyl)ethoxy]methyl}-3,5-dihydro-4H-imidazo[4,5-c]pyridin-4-one BrC=1C2=C(C(N(C1)C1=CC(=CC=C1)[C@H](C1=NN=CN1C)C1CCC1)=O)N(C(=N2)C)COCC[Si](C)(C)C